ClC=1N=CC2=C(N1)C(N(C(=C2)C2=C(C(=CC(=C2Cl)OC)OC)Cl)CC2CC2)=O 2-chloro-7-(cyclopropylmethyl)-6-(2,6-dichloro-3,5-dimethoxyphenyl)pyrido[3,4-d]pyrimidin-8(7H)-one